4-[(3-methoxy-7-morpholino-1,6-naphthyridin-5-yl)oxy]cyclohexanamine COC=1C=NC2=CC(=NC(=C2C1)OC1CCC(CC1)N)N1CCOCC1